FC([C@H]1CN(CC1)CCCCC)F (R)-5-((R)-3-(difluoromethyl)pyrrolidine-1-yl)pentane